COC=1C=C(C=CC1OC)C1=C(C(=O)O)C(=CN=C1)C=1SC=C(C1)N=C(C1=CC=CC=C1)C1=CC=CC=C1 3-(3,4-Dimethoxyphenyl)-5-(4-((diphenylmethylene)amino)thiophen-2-yl)isonicotinic acid